O[C@@H]1[C@H](O)[C@@H](O)[C@@H](O)CO1 β-L-arabinopyranose